CON(C(CC=1C=NC=CC1)=O)C N-methoxy-N-methyl-2-(pyridin-3-yl)acetamide